ClC=1C(=NN2C1CN(CCC2)C(=O)OC(C)(C)C)C(=O)OC 5-tert-butyl 2-methyl 3-chloro-7,8-dihydro-4H-pyrazolo[1,5-a][1,4]diazepine-2,5(6H)-dicarboxylate